2-(4-(3-(8-Fluoro-4H-benzo[b]pyrrolo[1,2-d][1,4]oxazin-4-yl)pyridin-2-yl)piperazin-1-yl)-N,N-dimethylethan-1-amine FC1=CC2=C(OC(C=3N2C=CC3)C=3C(=NC=CC3)N3CCN(CC3)CCN(C)C)C=C1